1-(4-(benzo[d]oxazol-2-yl)piperidin-1-yl)-2-(2,6-dichloro-7H-purin-7-yl)ethan-one O1C(=NC2=C1C=CC=C2)C2CCN(CC2)C(CN2C=NC1=NC(=NC(=C21)Cl)Cl)=O